Ethyl (E)-4-[3-(3-chloro-10,11-dihydro-5H-dibenzo[b,f]azepin-5-yl)propylamino]but-2-enoate ClC=1C=CC2=C(N(C3=C(CC2)C=CC=C3)CCCNC/C=C/C(=O)OCC)C1